C1(=CC=C(C=C1)N(C=1C=C2C=3C=CC=CC3C(=CC2=C2C=CC=CC12)N(C1=CC=C(C=C1)C)C1=CC=C(C=C1)C)C1=CC=C(C=C1)C)C N,N,N',N'-tetra(p-tolyl)chrysene-6,12-diamine